(5-(5-(difluoromethoxy)benzo[d]oxazol-2-yl)-8-(methylamino)-2,7-naphthyridin-3-yl)cyclopropanecarboxamide FC(OC=1C=CC2=C(N=C(O2)C2=C3C=C(N=CC3=C(N=C2)NC)C2(CC2)C(=O)N)C1)F